(3-(2-((3-(3-chloro-4-methylphenyl)ureido)methyl)-6-oxo-4,6-dihydro-5H-thieno[2,3-c]pyrrol-5-yl)-2,6-dioxopiperidin-1-yl)methyl D-valinate N[C@H](C(C)C)C(=O)OCN1C(C(CCC1=O)N1C(C2=C(C1)C=C(S2)CNC(=O)NC2=CC(=C(C=C2)C)Cl)=O)=O